strontium gallate C(C1=CC(O)=C(O)C(O)=C1)(=O)[O-].[Sr+2].C(C1=CC(O)=C(O)C(O)=C1)(=O)[O-]